C(#N)/C(/C(=O)NC[C@H]1OC([C@@H]([C@H]([C@@H]1O)O)O)O)=C\C1=CC2=CC=C(C=C2C=C1)N1CCCCC1 (E)-2-cyano-3-(6-(piperidin-1-yl)naphthalen-2-yl)-N-(((2r,3s,4s,5r)-3,4,5,6-tetrahydroxy-tetrahydro-2H-pyran-2-yl)methyl)acrylamide